N~2~-(3-chlorobenzyl)-N-((1R,2R,4S)-7-cyano-7-azabicyclo[2.2.1]heptan-2-yl)-N~2~-(2-methoxybenzyl)glycinamide ClC=1C=C(CN(CC(=O)N[C@H]2[C@H]3CC[C@@H](C2)N3C#N)CC3=C(C=CC=C3)OC)C=CC1